(S)-2-amino-4-((1-trityl-1H-imidazol-2-yl)amino)butanoic acid N[C@H](C(=O)O)CCNC=1N(C=CN1)C(C1=CC=CC=C1)(C1=CC=CC=C1)C1=CC=CC=C1